N-((R)-1-(((S)-4-hydroxy-3-oxo-1-((S)-2-oxopyrrolidin-3-yl)butan-2-yl)amino)-4-methyl-1-oxopentan-2-yl)-4-methoxy-1-propyl-1H-indole-2-carboxamide OCC([C@H](C[C@H]1C(NCC1)=O)NC([C@@H](CC(C)C)NC(=O)C=1N(C2=CC=CC(=C2C1)OC)CCC)=O)=O